CN(CCNCC1=C(C=CC=C1)CN)C N-(2-dimethylaminoethyl)-1,2-bis(aminomethyl)benzene